7-bromo-1,2,3,4-tetrahydronaphthalen-1-one BrC1=CC=C2CCCC(C2=C1)=O